ClC=1C(=NC(=NC1)NC1=CC(=NS1)C)C1=CC=C2CN(C(C2=C1)=O)[C@@H](C(=O)N[C@H](CO)C1=CC(=CC(=C1)OC)F)C (2R)-2-(6-{5-chloro-2-[(3-methyl-1,2-thiazol-5-yl)amino]pyrimidin-4-yl}-1-oxo-2,3-dihydro-1H-isoindol-2-yl)-N-[(1S)-1-(3-fluoro-5-methoxyphenyl)-2-hydroxyethyl]propanamide